(5R)-9,9-dimethyl-8-oxo-2-(3-phenylcyclobutane-1-carbonyl)-2-azaspiro[4.5]dec-6-ene-7-carbonitrile CC1(C(C(=C[C@]2(CCN(C2)C(=O)C2CC(C2)C2=CC=CC=C2)C1)C#N)=O)C